ClC1=NC=C(C(=N1)C1=CC2=C(N(C=N2)C)C=C1)Cl 5-(2,5-dichloropyrimidin-4-yl)-1-methyl-1H-benzo[d]imidazole